(2s,4r)-4-azido-1-tert-butoxycarbonyl-pyrrolidine-2-carboxylic acid N(=[N+]=[N-])[C@@H]1C[C@H](N(C1)C(=O)OC(C)(C)C)C(=O)O